N1=C2C=3C(=NC=CC3N=C1)OCCN2 9,10-dihydro-8H-7-oxa-1,3,6,10-tetraazacyclohepta[de]naphthalene